3-((7-(5-chloro-1H-pyrazol-4-yl)-4-oxoquinazolin-3(4H)-yl)methyl)-N-(piperidin-4-yl)benzamide ClC1=C(C=NN1)C1=CC=C2C(N(C=NC2=C1)CC=1C=C(C(=O)NC2CCNCC2)C=CC1)=O